ClC=1C=C2CCN(CC2=C(C1)[C@H]1N(CCC1)C(=O)OC(C)(C)C)C(=O)N1C[C@H](OCC1)C tert-butyl (S)-2-[6-chloro-2-[(R)-2-Methylmorpholine-4-carbonyl]-1,2,3,4-tetrahydroisoquinolin-8-yl]pyrrolidine-1-carboxylate